ClC1=C2C=NC(=NC2=C(C=C1)C=1C=NC=CC1C)NC=1C=NC=2CCN(CC2C1)C 5-Chloro-N-(6-methyl-5,6,7,8-tetrahydro-1,6-naphthyridin-3-yl)-8-(4-methylpyridin-3-yl)quinazolin-2-amine